5-((6-bromo-3-isopropyl-3H-imidazo[4,5-c]pyridin-4-yl)amino)-2-chloro-N-(1-(difluoromethyl)cyclopropyl)-4-fluorobenzamide BrC1=CC2=C(C(=N1)NC=1C(=CC(=C(C(=O)NC3(CC3)C(F)F)C1)Cl)F)N(C=N2)C(C)C